(2-formyl-4-methoxyphenoxy)methylpicolinate C(=O)C1=C(OCOC(C2=NC=CC=C2)=O)C=CC(=C1)OC